FC([C@H](NC1=CC=C(C=C1)C=1N(C2=NC=NC(=C2C1)N1CCOCC1)COCC[Si](C)(C)C)C1CCN(CC1)C1CN(CC1)C(=O)OC(C)(C)C)(F)F tert-butyl 3-{4-[(R)-2,2,2-trifluoro-1-[p-(4-morpholino-1-{[2-(trimethylsilyl)ethoxy]methyl}-1H-1,5,7-triazainden-2-yl)phenylamino]ethyl]-1-piperidyl}-1-pyrrolidinecarboxylate